Cl.F[C@@H]1COCC[C@H]1N (3S,4R)-3-fluorotetrahydropyran-4-amine hydrochloride